COCC=1C(C(CC1)CC=O)(C)C [3-(methoxymethyl)-2,2-dimethyl-cyclopent-3-en-1-yl]acetaldehyde